1-(6-bromopyridin-2-yl)-N-(4-(dimethylamino)phenyl)-5-(quinoxalin-6-yl)-1H-pyrazole-3-carboxyamide BrC1=CC=CC(=N1)N1N=C(C=C1C=1C=C2N=CC=NC2=CC1)CC(=O)NC1=CC=C(C=C1)N(C)C